CN(S(=O)(=O)CC)C1CCC(CC1)CN1CC(C1)C1=CC(=C2C=NN(C2=C1)C)C1=C(C=C(C=C1)F)C(=O)N1[C@@H](COCC1)C N-Methyl-N-[(1r,4r)-4-{[3-(4-{4-fluoro-2-[(3R)-3-methylmorpholine-4-carbonyl]phenyl}-1-methyl-1H-indazol-6-yl)azetidin-1-yl]methyl}cyclohexyl]ethane-1-sulfonamide